CC=1C=C(N)C=CC1OC1CN(C1)C 3-methyl-4-((1-methylazetidine-3-yl)oxy)aniline